CC(CCCC)NC1=CC=C(C=C1)NC(CCCC)C N,N'-bis(1,4-dimethylbutyl)-p-phenylenediamine